nonadecyl 4-chlorovalerate ClC(CCC(=O)OCCCCCCCCCCCCCCCCCCC)C